N-(4-((3R,5R)-adamantan-1-yl)phenyl)-3-nitrobenzamide C12(CC3CC(CC(C1)C3)C2)C2=CC=C(C=C2)NC(C2=CC(=CC=C2)[N+](=O)[O-])=O